7-chloro-3-(2,6-dichloro-3,5-dimethoxyphenyl)-1-(3-methoxy-3-methylazetidin-1-yl)-2,6-naphthyridine ClC1=NC=C2C=C(N=C(C2=C1)N1CC(C1)(C)OC)C1=C(C(=CC(=C1Cl)OC)OC)Cl